FC1=C(C=NCC(C)OC[Sn](CCCC)(CCCC)CCCC)C=C(C=C1)F N-(2,5-difluorobenzylidene)-2-((tributylstannyl)methoxy)propan-1-amine